8,9-dimethyl-8,9-dimethoxycarbonyl-hexadecanedicarboxylic acid CC(CCCCCCC(C(=O)O)C(=O)O)(C(CCCCCCC)(C(=O)OC)C)C(=O)OC